dihydro-6-methyl-4H-1,3-thiazine CC1=CCNCS1